7-(bromomethyl)-3,5-dimethylquinoxalin-2(1H)-one BrCC1=CC(=C2N=C(C(NC2=C1)=O)C)C